tert-butyl 4-cyclopropyl-4-methoxybutanoate C1(CC1)C(CCC(=O)OC(C)(C)C)OC